ClC=1C(=C(C(=CC1)F)C(=O)N1C[C@]2(CC1)C=C(C(C(C2)(C)C)=O)C#N)F (5R)-2-(3-chloro-2,6-difluorobenzene-1-carbonyl)-9,9-dimethyl-8-oxo-2-azaspiro[4.5]dec-6-ene-7-carbonitrile